tert-butyl (4R)-3,3-difluoro-4-formyl-piperidine-1-carboxylate FC1(CN(CC[C@@H]1C=O)C(=O)OC(C)(C)C)F